C(C)(=O)C1=NN(C2=CC=C(C=C12)C=1C=NC(=NC1)C)CC(=O)N1[C@@H](C[C@H](C1)F)C(=O)NC1=C(C(=O)OC)C=CC(=N1)Br methyl 2-((2S,4R)-1-(2-(3-acetyl-5-(2-methylpyrimidin-5-yl)-1H-indazol-1-yl)acetyl)-4-fluoropyrrolidine-2-carboxamido)-6-bromonicotinate